2-iodo-1,1-difluoroethane ICC(F)F